CC1=C(C(=CC(=C1)C)C)NC1CC(C1)N N1-(2,4,6-trimethylphenyl)cyclobutane-1,3-diamine